C1(=CC=CC=C1)CCCN([C@H](CCSC)C(=O)O)CCCCCCCCCCCCCCCC (3-phenyl-propyl)N-hexadecyl-D-methionine